BrC=1C=C(C=CC1F)COC=1C=CC(=NC1)C 5-[(3-bromo-4-fluoro-phenyl)methoxy]-2-methyl-pyridine